[6-(2-chloro-5-fluorophenyl)-2,8-dioxo-3,6,7,8-tetrahydro-1H-imidazo[4,5-e]isoindol-5-yl]-5-fluoro-3-(trifluoromethyl)benzamide ClC1=C(C=C(C=C1)F)C1NC(C2=C3C(=CC(=C12)C1=C(C(=O)N)C=C(C=C1C(F)(F)F)F)NC(N3)=O)=O